C(C)(C)(C)OC(=O)N1CC=C(CC1)C1=CC(=CC=C1)O 4-(3-hydroxyphenyl)-5,6-dihydropyridine-1(2H)-carboxylic acid tert-butyl ester